4-hydroxymethyl-2-methylphenyl-Boronic acid OCC1=CC(=C(C=C1)B(O)O)C